2-(oxetan-2-yl)ethanol O1C(CC1)CCO